(R)-3-(difluoromethyl)-4-(2-(isopropylamino)-6-methyl-4-oxo-5,6,7,8-tetrahydropyrido[3,4-d]pyrimidin-3(4H)-yl)-N-methylbenzamide FC(C=1C=C(C(=O)NC)C=CC1N1C(=NC2=C(C1=O)C[C@H](NC2)C)NC(C)C)F